N-{[2-(3,3-difluoropyrrolidine-1-carbonyl)-4-fluorophenyl]methyl}-5-{2-acetamidoimidazo[1,2-b]pyridazin-6-yl}-2-methylbenzamide FC1(CN(CC1)C(=O)C1=C(C=CC(=C1)F)CNC(C1=C(C=CC(=C1)C=1C=CC=2N(N1)C=C(N2)NC(C)=O)C)=O)F